1-methyl-3-(2-ethylhexyl)imidazolium chloride [Cl-].CN1C=[N+](C=C1)CC(CCCC)CC